N-(4-Formylthiazol-2-yl)cyclopropanesulfonamide C(=O)C=1N=C(SC1)NS(=O)(=O)C1CC1